N1(C=NC=C1)C=1C=CC(=C(C1)O)C1=CC2=C(N=N1)N=C(S2)N(C2CCN(CC2)C)C 5-(1H-imidazol-1-yl)-2-{6-[methyl-(1-methylpiperidin-4-yl)amino][1,3]thiazolo[4,5-c]pyridazin-3-yl}phenol